NC=1C(=NC(=CN1)C=1C=NC(=CC1)N1CCN(CC1)CC)C(=O)O[C@@H](C(=O)NC1=CC=C(C=C1)F)C1=CC=CC=C1 (R)-2-((4-fluorophenyl)amino)-2-oxo-1-phenylethyl 3-amino-6-(6-(4-ethylpiperazin-1-yl)pyridin-3-yl)pyrazine-2-carboxylate